C(C)(C)(C)OC(=O)N1CCN(CC1)C=1OC(=NN1)C=1C=NC(=CC1NCC)Cl.NC1=CC=C(C(=O)NC2=C(C=CC=C2)F)C=C1 4-amino-N-(2-fluorophenyl)benzamide Tert-butyl-4-{5-[6-chloro-4-(ethylamino)pyridin-3-yl]-1,3,4-oxadiazol-2-yl}piperazine-1-carboxylate